C(#N)C1=CNC2=C(C=CC(=C12)F)NS(=O)(=O)C=1C=NN(C1)CC N-(3-cyano-4-fluoro-1H-indol-7-yl)-1-ethyl-pyrazole-4-sulfonamide